1-(t-butyl) 2-methyl (3S)-2-(2-(((t-butyldimethylsilyl)oxy)methyl)allyl)-3-methoxypyrrolidin-1,2-dicarboxylate [Si](C)(C)(C(C)(C)C)OCC(CC1(N(CC[C@@H]1OC)C(=O)OC(C)(C)C)C(=O)OC)=C